3-tert-butyl-6-methyl-carbazole C(C)(C)(C)C=1C=CC=2NC3=CC=C(C=C3C2C1)C